ClC=1C(=CC(=NC1)OC)C1=CC(=NN1)C(=O)N1CCC(CC1)C(=O)NCC=1N=C2N(C=C(C=C2)Cl)C1 (5-(5-chloro-2-methoxypyridin-4-yl)-1H-pyrazole-3-carbonyl)-N-((6-chloroimidazo[1,2-a]pyridin-2-yl)methyl)piperidine-4-carboxamide